C1(CCCC1)N1C(C(N(C=2C=NC(=NC12)NC1=C(C=C(C(=O)NC2CCN(CC2)CCOCCC2CCNCC2)C=C1)OC)C)=O)CC 4-[(8-cyclopentyl-7-ethyl-5-methyl-6-oxo-7H-pteridin-2-yl)amino]-3-methoxy-N-[1-[2-[2-(4-piperidyl)ethoxy]ethyl]-4-piperidyl]benzamide